4-(2-fluoro-6-methoxyphenyl)-N-(5-(((R)-5-hydroxy-5,6,7,8-tetrahydroquinolin-2-yl)methoxy)-1,3,4-thiadiazol-2-yl)-6-methylnicotinamide FC1=C(C(=CC=C1)OC)C1=CC(=NC=C1C(=O)NC=1SC(=NN1)OCC1=NC=2CCC[C@H](C2C=C1)O)C